P(=O)(OCC1=CC=CC=C1)(OCC1=CC=CC=C1)OCCC1=CNC2=CC=C(C=C12)C1(CC1)C(NC(C1=CC=CC=C1)C1=C(C=C(C=C1)C)N1CCOCC1)=O dibenzyl 2-{5-[1-({[4-methyl-2-(morpholin-4-yl)phenyl](phenyl)methyl}carbamoyl)cyclopropyl]-1H-indol-3-yl}ethyl phosphate